(R)-8-phenyl-2-(2-((R)-pyrrolidin-3-yloxy)pyridin-4-yl)-7,8-dihydro-6H-pyrrolo[2',1':2,3]imidazo[4,5-b]piperidine C1(=CC=CC=C1)C1CCC2=NC3=C(N[C@H](CC3)C3=CC(=NC=C3)O[C@H]3CNCC3)N21